4-Methylsulfinylbutyl isothiocyanate CS(=O)CCCCN=C=S